C(=C)CCCS(=O)(=O)[O-] 1-vinyl-3-propyl-sulfonate